BrC=1C=C(C=C(C1O)Br)C=C1C(NC2=CC=C(C=C12)I)=O 3-((3,5-dibromo-4-hydroxyphenyl)methylidene)-5-iodo-1H-indol-2-one